C(CCC)OC(NS(=O)(=O)C=1SC(=CC1C=1C=NC(=CC1)CN1C(=NC=C1)Cl)CC(C)C)=O (3-(6-((2-Chloro-1H-imidazol-1-yl)methyl)pyridin-3-yl)-5-isobutylthiophene-2-yl)sulfonylcarbamic acid butyl ester